O=C1NC(CCC1N1C(C2=CC=C(C=C2C1)CNC(C1=NC=CC(=C1)C1=CC=CC=C1)=O)=O)=O N-((2-(2,6-Dioxopiperidin-3-yl)-1-oxoisoindolin-5-yl)methyl)-4-phenylpicolinamide